NC1=NC(=NC(=N1)N)OCCC 2,4-diamino-6-propoxy-1,3,5-triazine